N1N=NC(=C1)C1=C2C(=NC=C1)N(N=C2CNC(C=C)=O)C2=CC=C(C=C2)OC(F)(F)F N-((4-(1H-1,2,3-Triazol-4-yl)-1-(4-(trifluoromethoxy)phenyl)-1H-pyrazolo[3,4-b]pyridin-3-yl)methyl)acrylamide